OC1=C(C=CC=C1)C=1SC[C@H](N1)[C@H]1CC[C@@H](N1C)C(=O)O (2R,5R)-5-((R)-2-(2-hydroxyphenyl)-4,5-dihydrothiazol-4-yl)-1-methylpyrrolidine-2-carboxylic acid